1-(6-chloropyrimidin-4-yl)-3-methyl-1H-pyrazolo[4,3-b]pyridine ClC1=CC(=NC=N1)N1N=C(C2=NC=CC=C21)C